3-fluoro-4-[[5-(3-fluoro-4-methyl-phenoxy)-4-methyl-3-pyridinyl]methyl]-N-(methylsulfaniosulfonyl)pyridin-2-amine FC=1C(=NC=CC1CC=1C=NC=C(C1C)OC1=CC(=C(C=C1)C)F)NS(=O)(=O)[SH+]C